2-(3-Formylcyclobutyl)-2-methyl-propionic acid ethyl ester C(C)OC(C(C)(C)C1CC(C1)C=O)=O